(S)-7-((7-azaspiro[3.5]non-2-yl)methyl)-2-(pent-2-yloxy)imidazo[2,1-f][1,2,4]triazin-4-amine C1C(CC12CCNCC2)CC2=CN=C1C(=NC(=NN12)O[C@@H](C)CCC)N